N'-(methylenebis(4,1-phenylene))bis(aziridine-1-carboxamide) C(C1=CC=C(C=C1)C1N(C1)C(=O)N)C1=CC=C(C=C1)C1N(C1)C(=O)N